Cl.CN1C=C(C2=CC=CC=C12)N1C(C=CC1=O)=O (1-methyl-3-indolyl)-1H-pyrrole-2,5-dione hydrochloride